C(C)C=1C=CC=C2C=C(C=C(C12)C1=C(C=2N=C(N=C(C2C=N1)N1C[C@](CCC1)(C)O)OCC1(CC1)C=O)F)OCOC (R)-1-(((7-(8-ethyl-3-(methoxymethoxy)naphthalen-1-yl)-8-fluoro-4-(3-hydroxy-3-methylpiperidin-1-yl)pyrido[4,3-d]pyrimidin-2-yl)oxy)methyl)cyclopropane-1-carbaldehyde